(R)-(3-Aminopiperidin-1-yl)(2-(5,6-difluoro-1-(2-methoxyethyl)-1H-indol-2-yl)-3,4-dihydro-5-oxa-1,2a-diazaacenaphthylen-7-yl)methanon N[C@H]1CN(CCC1)C(=O)C=1C=C2OCCN3C(=NC(C1)=C32)C=3N(C2=CC(=C(C=C2C3)F)F)CCOC